S(=O)(=O)(O)O.C(C)(=O)O[C@@H]1[C@@H]([C@H](C(O)O[C@@H]1CO)N)O 4-O-acetylgalactosamine sulfate